2-(7-methoxy-3,4-dihydro-1-naphthyl)acetonitrile COC1=CC=C2CCC=C(C2=C1)CC#N